methyl (2S,4R)-1-(3-((tert-butyldimethylsilyl)oxy)-2-methylenebutyl)-4-fluoropyrrolidine-2-carboxylate [Si](C)(C)(C(C)(C)C)OC(C(CN1[C@@H](C[C@H](C1)F)C(=O)OC)=C)C